Tert-butyl (1r,4r)-5-(5-bromo-3-chloro-2-pyridinyl)-2,5-diazabicyclo[2.2.1]heptane-2-carboxylate BrC=1C=C(C(=NC1)N1[C@H]2CN([C@@H](C1)C2)C(=O)OC(C)(C)C)Cl